C(C)OC([CH-]C(C(=O)OCC)=O)=O.[Na+] sodium 1,4-diethoxy-1,3,4-trioxobutan-2-ide